FC[C@H]1CNC(C1)=O (2S,3R)-3-(fluoromethyl)-5-oxopyrrolidin